C(C)(=O)ON1C(C(CC(C1=O)NC(=O)OC(C)(C)C)C1=CC(=CC=C1)Cl)(C)CC ethyl-[5-(tert-Butoxycarbonylamino)-3-(3-chlorophenyl)-2-methyl-6-oxo-1-piperidinyl] acetate